BrC1=CC=C(S1)C1=CC2=CN(C=C3C2=C2C(=CN(C=C12)CC(CCCCCCCCCC)CCCCCCCC)C=C3C=3SC(=CC3)Br)CC(CCCCCCCCCC)CCCCCCCC 4,9-bis(5-bromo-2-thienyl)-2,7-bis(2-octyldodecyl)benzo[lmn][3,8]phenanthroline